3-(5-(((1r,2r)-2-morpholinocyclohexyl)oxy)-1-oxoisoindolin-2-yl)piperidine-2,6-dione O1CCN(CC1)[C@H]1[C@@H](CCCC1)OC=1C=C2CN(C(C2=CC1)=O)C1C(NC(CC1)=O)=O